1-((2R,4R,SR)-5-(((tert-butyldiphenylsilyl)oxy)methyl)-3,3-difluoro-4-hydroxytetrahydrofuran-2-yl)-4-((2-oxido-4-(pyridin-3-yl)-1,3,2-dioxaphosphinan-2-yl)amino)pyrimidin-2(1H)-one [Si](C1=CC=CC=C1)(C1=CC=CC=C1)(C(C)(C)C)OC[C@H]1[C@H](C([C@@H](O1)N1C(N=C(C=C1)NP1(OCCC(O1)C=1C=NC=CC1)=O)=O)(F)F)O |&1:19|